[C@H]12CNC[C@@H]2C1C1=CN2C(=NC(=CC2=O)C=2C=C(C=3N(N2)C=C(N3)C)C)S1 2-[(1R,5S)-3-azabicyclo[3.1.0]hexan-6-yl]-7-(2,8-dimethylimidazo[1,2-b]pyridazin-6-yl)thiazolo[3,2-a]pyrimidin-5-one